ethyl 2-(2-((5-(3-(aminomethyl)phenyl)-2-fluorobenzofuran-3-yl)methoxy)-4-methoxyphenyl)acetate NCC=1C=C(C=CC1)C=1C=CC2=C(C(=C(O2)F)COC2=C(C=CC(=C2)OC)CC(=O)OCC)C1